C(C)(C)(C)OC(=O)N1C[C@@H](CC1)N(C1=C2C=CC=NC2=CC=C1)C (R)-3-(methyl-(quinolin-5-yl)amino)pyrrolidine-1-carboxylic acid tert-butyl ester